(3Z)-6-iodo-3-hexenylnonyloxymethyl ether IC(CCC(CCOCOCOCCC(CCC(CCC)I)C=CCCCC)C=CCCCC)CCC